ClC1=C(C=CC(=C1)Cl)[C@@H](C)NC1=NC(=NC=C1OC(F)F)N1CCN(CC1)C(=O)[C@@H]1N(CCC1)C(=O)OC(C)(C)C tert-butyl (R)-2-(4-(4-(((R)-1-(2,4-dichlorophenyl)ethyl)amino)-5-(difluoromethoxy)pyrimidin-2-yl)piperazine-1-carbonyl)pyrrolidine-1-carboxylate